FC1=CC=C(C=C1)C1=C2C=C(NC2=CC=C1)C(=O)OC methyl 4-(4-fluorophenyl)-1H-indole-2-carboxylate